trimethyl-cyclohexyl acrylate C(C=C)(=O)OC1(C(CCCC1)(C)C)C